2-(5-((3-((4-methyl-4H-1,2,4-triazol-3-yl)thio)quinoxalin-2-yl-5,6,7,8-d4)thio)tetrazol-1-yl)ethan-1-ol CN1C(=NN=C1)SC=1C(=NC2=C(C(=C(C(=C2N1)[2H])[2H])[2H])[2H])SC1=NN=NN1CCO